N-[(6-fluoro-5-methoxypyridin-2-yl)methyl]-6-methyl-4-[(1-methylcyclopropyl)amino]furo[2,3-d]pyrimidine-5-carboxamide FC1=C(C=CC(=N1)CNC(=O)C1=C(OC=2N=CN=C(C21)NC2(CC2)C)C)OC